dimethyl (1-(4-chlorophenyl) vinyl) phosphate P(=O)(OC)(OC)OC(=C)C1=CC=C(C=C1)Cl